N-(3-{8-bromo-3-[(trifluoromethyl)sulfanyl]imidazo[1,2-a]pyridin-2-yl}prop-2-yn-1-yl)-5-methanesulfonyl-2-methoxyaniline BrC=1C=2N(C=CC1)C(=C(N2)C#CCNC2=C(C=CC(=C2)S(=O)(=O)C)OC)SC(F)(F)F